1-(3,5-dichloropyridin-4-yl)ethoxyl-N-(1-(2-(1-hydroxycyclopropyl)ethyl)-1H-pyrazol-4-yl)-1H-indazole ClC=1C=NC=C(C1C(OC1=NN(C2=CC=CC=C12)C=1C=NN(C1)CCC1(CC1)O)C)Cl